chloro-1-methyl-3-(1-methyl-5-oxopyrrolidin-2-yl)quinoxalin-2(1H)-one ClC1=C2N=C(C(N(C2=CC=C1)C)=O)C1N(C(CC1)=O)C